CC(C(=O)OC=1C(=NN(C(C1C1=C(C(=CC=C1F)Cl)\C=C\C1=CC2=C(OC(O2)(F)F)C=C1)=O)C)C)C [5-[3-chloro-2-[(E)-2-(2,2-difluoro-1,3-benzodioxol-5-yl) vinyl]-6-fluoro-phenyl]-1,3-dimethyl-6-oxo-pyridazin-4-yl] 2-methylpropionate